sodium propynyloxy-hydroxy propanesulfonate C(CC)S(=O)(=O)OOOC#CC.[Na]